C(C)(C)(C)OC(=O)N[C@@H](CCO[Si](C)(C)C(C)(C)C)C(=O)O N-(t-butoxycarbonyl)-O-(t-butyldimethylsilyl)-L-homoserine